BrC1=CC(=CC=2CC3C(C12)C3)F 2-bromo-4-fluoro-1,1a,6,6a-tetrahydrocyclopropa[a]indene